3-(5-(1-(8-amino-2-hydroxyoctyl)piperidin-4-yl)-3-methyl-2-oxo-2,3-dihydro-1H-benzo[d]imidazol-1-yl)piperidine-2,6-dione NCCCCCCC(CN1CCC(CC1)C1=CC2=C(N(C(N2C)=O)C2C(NC(CC2)=O)=O)C=C1)O